4-(chloromethyl)-2-methoxy-pyridine ClCC1=CC(=NC=C1)OC